6-bromo-4H-thieno[2',3':4,5]pyrrolo[3,2-b]pyridine-2-carboxylic acid ethyl ester C(C)OC(=O)C1=CC2=C(C3=NC=C(C=C3N2)Br)S1